1-[2-[(3R,5S)-1-[(1S)-1-(6-fluoro-2-methyl-1,3-benzothiazol-5-yl)ethyl]-5-methyl-pyrrolidin-3-yl]oxy-5,7-dihydropyrrolo[3,4-b]pyridin-6-yl]ethanone FC1=CC2=C(N=C(S2)C)C=C1[C@H](C)N1C[C@@H](C[C@@H]1C)OC1=CC=C2C(=N1)CN(C2)C(C)=O